10-undecenyltrioxysilane C(CCCCCCCCC=C)OOO[SiH3]